3-CHLORO-N,N-BIS(4-METHOXYBENZYL)PROPANE-1-SULFONAMIDE ClCCCS(=O)(=O)N(CC1=CC=C(C=C1)OC)CC1=CC=C(C=C1)OC